C(=O)([O-])P(=O)([O-])[O-] The molecule is the trianion resulting from the removal of three protons from phosphonoformic acid. It is a conjugate base of a phosphonoformic acid and a phosphonoformate(2-).